C1(CC1)C1=C(C(=NO1)C1=C(C=CC=C1Cl)Cl)COC1CCN(CC1)C1=NC(=NN1)C1=NOC(N1)=O 3-(5-(4-((5-cyclopropyl-3-(2,6-dichlorophenyl)isoxazol-4-yl)methoxy)piperidin-1-yl)-1H-1,2,4-triazol-3-yl)-1,2,4-oxadiazol-5(4H)-one